C12(CC1)COC1=C2C(=CC=C1)OC1=CC=C(C=N1)N1C(NC=2C1=NC=CC2)=O 3-(6-spiro[2H-benzofuran-3,1'-cyclopropane]-4-yloxy-3-pyridinyl)-1H-imidazo[4,5-b]pyridin-2-one